NCCCCCCCCNC=1C(=C(C(=O)NC=2SC(=CN2)C)C=CC1)C ((8-aminooctyl)amino)-2-methyl-N-(5-methylthiazol-2-yl)benzamide